(R)-2-(1-(naphthalen-1-yl)ethyl)-6-tosyl-2,6-diazaspiro[3.3]heptane C1(=CC=CC2=CC=CC=C12)[C@@H](C)N1CC2(C1)CN(C2)S(=O)(=O)C2=CC=C(C)C=C2